(R)-2-((tert-Butoxycarbonyl)amino)propionic acid 4-fluorobenzyl ester FC1=CC=C(COC([C@@H](C)NC(=O)OC(C)(C)C)=O)C=C1